4-Ethyl-1-(2-methyl-3-oxo-2,3-dihydro-[1,2,4]triazolo[4,3-a]pyridin-7-yl)-3-oxo-1,2,3,4-tetrahydroquinoline-6-carboxylic acid C(C)C1C(CN(C2=CC=C(C=C12)C(=O)O)C1=CC=2N(C=C1)C(N(N2)C)=O)=O